C(C)(=O)C1=C(NC2=C(C=CC(=C2C1=O)Cl)Br)S(=O)CC1=CC=C(C=C1)SC(F)(F)F 3-acetyl-8-bromo-5-chloro-2-((4-((trifluoromethyl)thio)benzyl)sulfinyl)quinolin-4(1H)-one